ClC=1C=C2C(=NC(N(C2=CC1OCCO)C)=O)N1CCOCC2=C1C=CC=C2C#CC2CC2 6-chloro-4-(6-(cyclopropylethynyl)-2,3-dihydrobenzo[e][1,4]oxazepin-1(5H)-yl)-7-(2-hydroxyethoxy)-1-methylquinazolin-2(1H)-one